C1(CC1)S(=O)(=O)C=1C=C2CN(C(C2=CC1)=O)C(=O)OC(C)(C)C tert-Butyl 5-(cyclopropylsulfonyl)-1-oxoisoindoline-2-carboxylate